2-(N-Ethylperfluorooctanesulfonamido)acetic acid C(C)N(S(=O)(=O)C(C(C(C(C(C(C(C(F)(F)F)(F)F)(F)F)(F)F)(F)F)(F)F)(F)F)(F)F)CC(=O)O